3,4-dimethyl-benzofuran CC1=COC2=C1C(=CC=C2)C